O[C@@H](CC)C1=CC(=C(C=N1)C=1C=2N(C3=CC(=NC=C3C1)C(=O)N)C=C(N2)C)C 4-(6-((S)-1-hydroxypropyl)-4-methylpyridin-3-yl)-2-methylimidazo[1,2-a][1,6]naphthyridin-8-carboxamide